CC1=NN(CN1C(F)F)C1=C(C=C(C(=C1)N)Cl)Cl 4,5-dihydro-3-methyl-4-difluoromethyl-1-(2,4-dichloro-5-aminophenyl)-1,2,4-triazol